ClC=1C=CC2=C(NC(O2)=O)C1 5-chloro-3H-1,3-benzoxazol-2-one